ClC1=C(C(=O)NC2=C3C=NN(C3=CC=C2)C=2C=NC(=CC2)C(C)(C)F)C=C(C=C1)CNC(C(C)(C)C)=O 2-Chloro-5-{[(2,2-dimethylpropanoyl)amino]methyl}-N-{1-[6-(2-fluoropropan-2-yl)pyridin-3-yl]-1H-indazol-4-yl}benzamide